tertiary amyl oxide C(C)(C)(CC)OC(C)(C)CC